2-allyl-1,2-benzisothiazole C(C=C)N1SC2=C(C1)C=CC=C2